5,6-dihydro-2H-1,2-oxazin O1NC=CCC1